C(C)OC1=C(C=C(C=C1)C=CC(=O)C1=CC=C(C=C1)O)OC 3-(4-Ethoxy-3-methoxyphenyl)-1-(4-hydroxyphenyl)prop-2-en-1-one